N-(2,6-Dimethyl-4-(7-(4,4,4-trifluorobutoxy)-1,3,4,5-tetrahydro-2H-benzo[c]azepine-2-yl)phenyl)-3,3-dimethylbutyramide CC1=C(C(=CC(=C1)N1CC2=C(CCC1)C=C(C=C2)OCCCC(F)(F)F)C)NC(CC(C)(C)C)=O